ClC1=C(C(=O)OC)C=C(C(=C1)N=C(C1=CC=CC=C1)C1=CC=CC=C1)F methyl 2-chloro-4-((diphenylmethylene) amino)-5-fluorobenzoate